6-((6R)-7-(4-chloro-3-(trifluoromethyl)benzoyl)-6-methyl-2-(methylsulfinyl)-4-oxo-5,6,7,8-tetrahydropyrido[3,4-d]pyrimidin-3(4H)-yl)-N-methylpyrazine-2-carboxamide ClC1=C(C=C(C(=O)N2CC=3N=C(N(C(C3C[C@H]2C)=O)C2=CN=CC(=N2)C(=O)NC)S(=O)C)C=C1)C(F)(F)F